(4S,5S)-4-(1-(2-(3-fluoro-6-methoxy-1,5-naphthyridin-4-yl)ethyl)piperidin-4-yl)-5-(p-tolyl)-1,3-dioxolan-2-one FC=1C=NC2=CC=C(N=C2C1CCN1CCC(CC1)[C@@H]1OC(O[C@H]1C1=CC=C(C=C1)C)=O)OC